methyl 2-(1-(tert-butoxycarbonyl)azetidin-3-yl)-5-methyl-1-((2-(trimethylsilyl)ethoxy)methyl)-1H-benzo[d]imidazole-6-carboxylate C(C)(C)(C)OC(=O)N1CC(C1)C1=NC2=C(N1COCC[Si](C)(C)C)C=C(C(=C2)C)C(=O)OC